6-cyclopropyl-2-[[(1SR,2RS)-2-triethylsiloxycyclopentyl]amino]pyridine-3-carbonitrile C1(CC1)C1=CC=C(C(=N1)N[C@@H]1[C@@H](CCC1)O[Si](CC)(CC)CC)C#N |r|